ClC1=C(C=CC(=C1)Cl)N=C(CN1N=CN=C1)SCC1=CC=C(C=C1)Cl (4-chlorophenyl)methyl N-(2,4-dichlorophenyl)-1H-1,2,4-triazole-1-ethanimidothioate